C=CCCC#CCCCCCCCCCCC(=O)O The molecule is a straight-chain fatty acid that is heptadecanoic acid with a terminal double bond and a triple bond at position 12. Isolated from the twigs of Scleropyrum wallichianum, it exhibits antimycobacterial and antiplasmodial activities. It has a role as a metabolite, an antiplasmodial drug and an antimycobacterial drug. It is an acetylenic fatty acid, a long-chain fatty acid and a straight-chain fatty acid.